4-(6-chloro-quinoxaline-2-yloxy)phenol ClC=1C=C2N=CC(=NC2=CC1)OC1=CC=C(C=C1)O